(S)-1-(((S)-oxetan-2-yl) methyl)-1H-benzo[d]imidazole-6-carboxylate O1[C@@H](CC1)CN1C=NC2=C1C=C(C=C2)C(=O)[O-]